1-(4-methoxybenzyl)-3-(4-nitrophenyl)pyrrolidine-2,4-dione COC1=CC=C(CN2C(C(C(C2)=O)C2=CC=C(C=C2)[N+](=O)[O-])=O)C=C1